C(C)(C)N1N=C(C(=C1C)O)C1=CC(=CC=C1)OC 1-isopropyl-3-(3-methoxyphenyl)-5-methyl-pyrazole-4-ol